Tetramethyl-piperidine oxide CC1C([N+](CCC1)(C)[O-])(C)C